2-amino-N-(2,2-diethoxyethyl)-4-methyl-N-(2-methylbutyl)valeramide NC(C(=O)N(CC(CC)C)CC(OCC)OCC)CC(C)C